FC1(CC(C1)NC(C1=CN=C(C(=C1)C(C)C)NC1=NC(=NS1)C1=NC=C(C=C1)OC(C)C)=O)F N-(3,3-difluorocyclobutyl)-6-((3-(5-isopropoxypyridin-2-yl)-1,2,4-thiadiazol-5-yl)amino)-5-isopropylnicotinamide